tert-Butyl [4-(chlorocarbonyl)phenyl]carbamate ClC(=O)C1=CC=C(C=C1)NC(OC(C)(C)C)=O